FC1=CC=C(C=C1)S(=NS(=O)(=O)C1=CC=C(C=C1)[N+](=O)[O-])(=NC(C)(CC(C)(C)C)C)NC1=NOC(=C1)C N-((4-Fluorophenyl)((5-methylisoxazol-3-yl)amino)((2,4,4-trimethylpentan-2-yl)imino)-λ6-sulfaneylidene)-4-nitrobenzenesulfonamide